4-allyl-6-chlorocatechol dibenzoate C(C1=CC=CC=C1)(=O)OC=1C(OC(C2=CC=CC=C2)=O)=CC(=CC1Cl)CC=C